N-[3-(2-[8-aminoimidazo[1,2-a]pyrazin-3-yl]ethynyl)-2,4-difluorophenyl]-5-chloro-2-methoxypyridine-3-sulfonamide NC=1C=2N(C=CN1)C(=CN2)C#CC=2C(=C(C=CC2F)NS(=O)(=O)C=2C(=NC=C(C2)Cl)OC)F